CC1(CCC=C(C1)C=CC=O)C 3-(5,5-dimethylcyclohex-1-en-1-yl)acrylaldehyde